C(C)C=1C=C(C=CC1F)C1[C@@H]2CN(C[C@H]12)C(=O)C1CC2(C1)NC(OC2)=O (2s,4S)-2-((1R,5S,6S)-6-(3-Ethyl-4-fluorophenyl)-3-azabicyclo[3.1.0]hexane-3-carbonyl)-7-oxa-5-azaspiro[3.4]octan-6-one